C(C)(C)(C)OC(C[C@H](CCN1CCCCC1)NC(=O)C1=NN(C(=C1)C1=C(C=CC=C1OC)OC)C1CCCC1)=O (S)-3-(1-cyclopentyl-5-(2,6-dimethoxyphenyl)-1H-pyrazole-3-carboxamido)-5-(piperidin-1-yl)pentanoic acid tert-butyl ester